(6-bromohexyl)phthalimide BrCCCCCCC1=C2C(C(=O)NC2=O)=CC=C1